FC=1C=C(C=C(C1)F)NC1=NC2=CC=CC(=C2C(N1)=O)OC 2-((3,5-difluorophenyl)amino)-5-methoxyquinazoline-4(3H)-One